2-(2-((Cyclopropylmethyl)amino)pyridin-4-yl)-N-(3-(3-(2-hydroxyethyl)-2-oxoimidazolin-1-yl)-1-methyl-1H-pyrazol-4-yl)-1,3-oxazole-4-carboxamide C1(CC1)CNC1=NC=CC(=C1)C=1OC=C(N1)C(=O)NC=1C(=NN(C1)C)N1C(N(CC1)CCO)=O